C(CCCCCCCCCCC\C=C/CC=CCC=CCC=CCC=CCC)(=O)[O-] (Z)-13,16,19,22,25-octacosapentaenoate